3-methyl-5-bromo-1,2,4-thiadiazole CC1=NSC(=N1)Br